C12OCC(C1)(C2)C(=O)O oxabicyclo[2.1.1]hexane-4-carboxylic acid